C(C)(=O)C1=C(C2=C(N=C(N=C2)NC2=CC=C(C=N2)N2CCN(CC2)CC=2C=C3C(N(C(C3=CC2)=O)C2C(NC(CC2)=O)=O)=O)N(C1=O)C1CCCC1)C 5-((4-(6-((6-acetyl-8-cyclopentyl-5-methyl-7-oxo-7,8-dihydropyrido[2,3-d]pyrimidine-2-yl)amino)pyridin-3-yl)piperazin-1-yl)methyl)-2-(2,6-dioxopiperidin-3-yl)isoindoline-1,3-dione